C1(CC1)CC1=C(C(=NN1C=1SC=C(N1)C(=O)O)C=1C=C(C=CC1)C1=CC(=C(C=C1)C(C)C)F)CC1=CC(=C(C=C1)S(N)(=O)=O)F 2-(5-(cyclopropylmethyl)-3-(3'-fluoro-4'-isopropyl-[1,1'-biphenyl]-3-yl)-4-(3-fluoro-4-sulfamoylbenzyl)-1H-pyrazol-1-yl)thiazole-4-carboxylic acid